CN1C(=CC=2C1=NC=C(N2)C(=O)N2CC(CCC2)COC2=C(C=CC=C2)C)C2=CC=CC=C2 (5-methyl-6-phenyl-5H-pyrrolo[2,3-b]pyrazin-2-yl)(3-((o-tolyloxy)methyl)piperidin-1-yl)methanone